FC(S(=O)(=O)NP(=O)(NS(=O)(=O)C(F)(F)F)N)(F)F N,N'-bis-trifluoromethanesulfonyl-phosphoramide